FC=1C=C(C=CC1)C1=NC=NC(=C1C1=C(C=C(C=C1F)F)F)C 4-(3-fluorophenyl)-6-methyl-5-(2,4,6-trifluorophenyl)pyrimidine